N-(2-((4-(2-Aminoethyl)phenyl)carbamoyl)-4,5-dimethoxyphenyl)-4-oxo-4H-chromene-3-carboxamide trifluoroacetate FC(C(=O)O)(F)F.NCCC1=CC=C(C=C1)NC(=O)C1=C(C=C(C(=C1)OC)OC)NC(=O)C1=COC2=CC=CC=C2C1=O